(R)-N-(1-cyanopyrrolidin-3-yl)-3-phenylazetidine-1-carboxamide C(#N)N1C[C@@H](CC1)NC(=O)N1CC(C1)C1=CC=CC=C1